ClC1=C(N=C(NC1=O)C1=CC=NC=C1)N1CCN(CC1)CCC(C)C 5-chloro-4-(4-isopentylpiperazin-1-yl)-2-(4-pyridinyl)-1H-pyrimidin-6-one